6-(2'-hexyldecanoyloxy)hexan-1-ol C(CCCCC)C(C(=O)OCCCCCCO)CCCCCCCC